OC=1C=C(C(=O)NCC#C)C=C(C1O)[N+](=O)[O-] 3,4-dihydroxy-5-nitro-N-(prop-2-ynyl)benzamide